N-(benzo[d]isoxazol-3-yl)-3-chloro-2-methylbenzene-sulfonamide O1N=C(C2=C1C=CC=C2)NS(=O)(=O)C2=C(C(=CC=C2)Cl)C